ethyl 5-amino-1-(1-(tert-butoxycarbonyl)azetidin-3-yl)-1H-pyrazole-4-carboxylate NC1=C(C=NN1C1CN(C1)C(=O)OC(C)(C)C)C(=O)OCC